nonylphenyl-N-(nonylphenyl)aniline C(CCCCCCCC)C1=C(N(C2=C(C=CC=C2)CCCCCCCCC)C2=CC=CC=C2)C=CC=C1